C(#N)C1=CC(=CC=2N=C(OC21)C=2C(=C(C=CC2)C2=C(C(=CC=C2)NC=2N=CC=C1C=C(C=NC21)CN2C[C@@H](CC2)O)C)C)CN[C@@H]2[C@H](CCC2)C(=O)O (1S,2S)-2-((7-cyano-2-(3'-(3-(((R)-3-hydroxypyrrolidin-1-yl)methyl)-1,7-naphthyridin-8-ylamino)-2,2'-dimethyl-biphenyl-3-yl)benzo[d]oxazol-5-yl)methylamino)cyclopentane-carboxylic acid